3-bromo-5-(cyclopropoxy)pyridine BrC=1C=NC=C(C1)OC1CC1